NC1=NC(=C(C=2N1C(N(N2)C[C@@H]2NC[C@@H](C2)F)=O)C2=CC(=NC(=C2)C)C)C2=CC=CC=C2 5-amino-8-(2,6-dimethyl-4-pyridyl)-2-[[(2R,4R)-4-fluoropyrrolidin-2-yl]methyl]-7-phenyl-[1,2,4]triazolo[4,3-c]pyrimidin-3-one